N-(2-Isopropyl-4-methylpyridin-3-yl)-2-nitro-3-oxo-3-(2,5,6-trichloropyridin-3-yl)propanamide C(C)(C)C1=NC=CC(=C1NC(C(C(C=1C(=NC(=C(C1)Cl)Cl)Cl)=O)[N+](=O)[O-])=O)C